NC1=C(C(=C2C=C(C=CC2=C1)OC)C1=CC=CC2=CC=CC=C12)O amino-7-methoxy-[1,1'-binaphthyl]-2-ol